CN(C)C=NC1=NC(SS1)=S 5-[(N,N-dimethylaminomethylene)amino]-3H-1,2,4-dithiazol-3-thione